Cl.NC[C@H](CCOC=1C=C(SC1)C1=CN=CC(=N1)C1=CC(=C(C(=O)N(C2CCN(CC2)C)C)C=C1)OC)C (S)-4-(6-(4-(4-amino-3-methylbutoxy)thiophen-2-yl)pyrazin-2-yl)-2-methoxy-N-methyl-N-(1-methylpiperidin-4-yl)benzamide hydrochloride